N1(CCC1)C(=O)C1=NN2C(N(C3=C(C2=O)CN(C3=O)C(C)C)CC(=O)NC3=NC=C(C=C3)F)=C1 2-[2-(azetidin-1-ylcarbonyl)-5,8-dioxo-6-(propan-2-yl)-5,6,7,8-tetrahydro-4H-pyrazolo[1,5-a]pyrrolo[3,4-d]pyrimidin-4-yl]-N-(5-fluoropyridin-2-yl)acetamide